OCC1=C(C=C(C(=O)NCCNC2N(C3=CC=CC=C3C=C2)C2=CC=CC=C2)C=C1)[N+](=O)[O-] 2-((2-(4-(hydroxymethyl)-3-nitrobenzamido)ethyl)amino)-1-phenylquinoline